C(C\C=C/C\C=C/CC)OC1=C(C=CC=C1)CCC(C)=O 4-(((3Z,6Z)-non-3,6-dien-1-yloxy)phenyl)butan-2-one